O1CCN(CC1)C1=CC(=NC=N1)OC1CNCC1 3-((6-morpholinopyrimidin-4-yl)oxy)pyrrolidin